COC(CC(N[C@@H]1C[C@H](C=2C1=CC(=C1C=C(N=CC21)C2CC2)S(NCC(C)C)(=O)=O)NC2=NC1=C(N2)C=CC=C1)=O)=O |r| 3-oxo-3-[[trans-(7RS,9RS)-9-(1H-benzimidazol-2-ylamino)-3-cyclopropyl-5-(2-methylpropylsulfamoyl)-8,9-dihydro-7H-cyclopenta[H]isoquinolin-7-yl]amino]propionic acid methyl ester